ClC1=C(CN2CCC(CC2)C(=O)O)C(=CC(=C1)C1CN(C1)C1=C(C=CC=C1Cl)Cl)C 1-(2-chloro-4-(1-(2,6-dichlorophenyl)azetidin-3-yl)-6-methylbenzyl)-piperidine-4-carboxylic acid